ClC1=CC(=C(C=C1)C1(OC2=C(O1)C=CC=C2N2CCN(CC2)CC=2N(C(=CN2)/C=C/C(=O)O)C[C@H]2OCC2)C)F (E)-3-(2-((4-(2-(4-chloro-2-fluorophenyl)-2-methylbenzo[d][1,3]dioxol-4-yl)piperazin-1-yl)methyl)-1-(((S)-oxetan-2-yl)methyl)-1H-imidazol-5-yl)acrylic acid